COC(=O)C1=C(C2=C(O[C@](O2)(C)[C@@H]2CC[C@H](CC2)NC(=O)OC(C)(C)C)C(=C1)Cl)C |&1:9| (2RS)-2-[trans-4-(tert-butoxycarbonylamino)cyclohexyl]-7-chloro-2,4-dimethyl-1,3-benzodioxole-5-carboxylic acid methyl ester